2-{3,5-dimethoxy-4-[(2-methyl-2-propen-1-yl)oxy]phenyl}ethanamine COC=1C=C(C=C(C1OCC(=C)C)OC)CCN